CC1=C2C(C(=CN(C2=NC(=C1)N1CC(C1)C(NC=1SC=C(N1)C(F)(F)F)=O)C1=NC=NS1)C(=O)O)=O 5-methyl-4-oxo-1-(1,2,4-thiadiazol-5-yl)-7-(3-{[4-(trifluoromethyl)-1,3-thiazol-2-yl]carbamoyl}azetidin-1-yl)-1,4-dihydro-1,8-naphthyridine-3-carboxylic acid